2-(2-Isopropylphenyl)-8-(((1s,4s)-4-(1-methyl-4-(trifluoromethyl)-1H-imidazol-2-yl)cyclohexyl)methyl)-7,8-dihydro-6H-pyrimido[5,4-b][1,4]oxazine C(C)(C)C1=C(C=CC=C1)C=1N=CC=2OCCN(C2N1)CC1CCC(CC1)C=1N(C=C(N1)C(F)(F)F)C